(2-(4-((S)-1-(2,3-dihydrobenzofuran-6-yl)ethyl)piperazin-1-yl)pyrimidin-5-yl)(imino)(methyl)-λ6-sulfanone O1CCC2=C1C=C(C=C2)[C@H](C)N2CCN(CC2)C2=NC=C(C=N2)S(=O)(C)=N